2-((1s,4s)-4-((4-(4-(2,4-Dioxotetrahydropyrimidin-1(2H)-yl)-1H-indol-1-yl)piperidin-1-yl)methyl)cyclohexyl)-N-(imidazo[1,2-b]pyridazin-3-yl)-6-methoxy-2H-indazole-5-carboxamide O=C1N(CCC(N1)=O)C1=C2C=CN(C2=CC=C1)C1CCN(CC1)CC1CCC(CC1)N1N=C2C=C(C(=CC2=C1)C(=O)NC1=CN=C2N1N=CC=C2)OC